2-(4-(chloromethyl)phenyl)-3-phenylimidazo[2,1-a][2,7]naphthyridine ClCC1=CC=C(C=C1)C=1N=C2N(C=CC3=CC=NC=C23)C1C1=CC=CC=C1